C(#N)C1=CC=C(C=C1)CN1CCNCC1 1-(4-cyanophenylmethyl)piperazine